FC(C=1C=CC(=C(C1)SC=1N=CC(=NC1)N1CCC2([C@@H](C=3N(N=CC3)C2)N)CC1)F)F (S)-1-(5-((5-(difluoromethyl)-2-fluorophenyl)thio)pyrazin-2-yl)-4'H,6'H-spiro[piperidine-4,5'-pyrrolo[1,2-b]pyrazol]-4'-amine